C1(CC1)C1=CC(=C(C=C1)NC1=CC(=NC=C1C(=O)NOCC(F)(F)F)NC1=NC(=CC=C1)F)N(S(=O)(=O)C)C 4-((4-Cyclopropyl-2-(N-methylmethylsulfonamido)phenyl)amino)-6-((6-fluoropyridin-2-yl)amino)-N-(2,2,2-trifluoroethoxy)nicotinamide